Cl.CC1=NN2C=3CNCC3C(=CC2=N1)C 2,5-dimethyl-7,8-dihydro-6H-1,3,7,8b-tetraaza-as-indacene hydrochloride